tert-butyl 4-(4-((5-chloro-6-(2H-1,2,3-triazol-2-yl) pyridin-3-yl) carbamoyl)-5-(trifluoromethyl)-1H-pyrazol-1-yl)-1-oxoisoindoline-2-carboxylate ClC=1C=C(C=NC1N1N=CC=N1)NC(=O)C=1C=NN(C1C(F)(F)F)C1=C2CN(C(C2=CC=C1)=O)C(=O)OC(C)(C)C